2-(2-butyl-1-((1-(2-(N-(4,5-dimethylisoxazol-3-yl)-N-(methoxymethyl)sulfamoyl)phenyl)-1H-indol-3-yl)methyl)-4-methyl-6-oxo-1,6-dihydropyrimidin-5-yl)acetic acid C(CCC)C=1N(C(C(=C(N1)C)CC(=O)O)=O)CC1=CN(C2=CC=CC=C12)C1=C(C=CC=C1)S(N(COC)C1=NOC(=C1C)C)(=O)=O